(S)-(+)-5,5'-bis[di(3,5-di-tert-butyl-4-methoxyphenyl)phosphino]-4,4'-bi-1,3-benzodioxole CC(C)(C)C1=CC(=CC(=C1OC)C(C)(C)C)P(C2=C(C3=C(C=C2)OCO3)C4=C(C=CC5=C4OCO5)P(C6=CC(=C(C(=C6)C(C)(C)C)OC)C(C)(C)C)C7=CC(=C(C(=C7)C(C)(C)C)OC)C(C)(C)C)C8=CC(=C(C(=C8)C(C)(C)C)OC)C(C)(C)C